3-((2S)-3-(8-(5-chloro-2-methylphenylsulfonyl)-1-oxa-8-azaspiro[4.5]dec-3-ylamino)-2-hydroxypropoxy)-N-methylbenzenesulfonamide ClC=1C=CC(=C(C1)S(=O)(=O)N1CCC2(CC(CO2)NC[C@@H](COC=2C=C(C=CC2)S(=O)(=O)NC)O)CC1)C